2-(dimethylamino)-1-(4-((3-isopropyl-2-(8-methyl-[1,2,4]triazolo[1,5-a]pyridin-6-yl)-1H-indol-5-yl)oxy)piperidin-1-yl)ethan-1-one CN(CC(=O)N1CCC(CC1)OC=1C=C2C(=C(NC2=CC1)C=1C=C(C=2N(C1)N=CN2)C)C(C)C)C